3-(1-cyclopropyl-1H-pyrazol-4-yl)-1-isopropyl-1H-pyrazolo[3,4-d]pyrimidin-4-amine C1(CC1)N1N=CC(=C1)C1=NN(C2=NC=NC(=C21)N)C(C)C